4-(butoxy)cyclohexanone tert-butyl-5-(3-(4-(tert-butoxycarbonyl)-2-oxopiperazin-1-yl)phenyl)-4-chloro-3-(3-(dimethyl-amino)prop-1-yn-1-yl)-1H-pyrrolo[2,3-b]pyridine-1-carboxylate C(C)(C)(C)OC(=O)N1C=C(C=2C1=NC=C(C2Cl)C2=CC(=CC=C2)N2C(CN(CC2)C(=O)OC(C)(C)C)=O)C#CCN(C)C.C(CCC)OC2CCC(CC2)=O